2,2'-[1,2-ethanediylbis(oxy)]-bis-1,3-dioxolane C(COC1OCCO1)OC1OCCO1